(6-iodopyrazin-2-yl)piperidine-4-carbonitrile IC1=CN=CC(=N1)N1CCC(CC1)C#N